BrC1=CC=2N\3C[C@@H](CCCC=4N(N=CC4C=4N=C(C=C(C(/N=C3\NC2C=C1)=O)C4)C)C)C (10R,20E)-15-bromo-5,10,25-trimethyl-4,5,12,19,21,26-hexazapentacyclo[21.3.1.02,6.012,20.013,18]heptacosa-1(27),2(6),3,13(18),14,16,20,23,25-nonaen-22-one